CC1N(CCN(C1)C)C dimethyl-4-methylpiperazin